C1(=CC=C(C=C1)C1=NC=NO1)C 5-(p-tolyl)-1,2,4-oxadiazol